Br.Br.C(CN)N ethylenediamine dihydrobromide salt